3-benzoyl-5,7-dibutoxycoumarin methyl-(3S)-6-(2-chloroethyl)-1,1-difluoro-5-azaspiro[2.4]heptane-6-carboxylate COC(=O)C1(NC[C@@]2(CC2(F)F)C1)CCCl.C(C1=CC=CC=C1)(=O)C=1C(OC2=CC(=CC(=C2C1)OCCCC)OCCCC)=O